4-[[5-(2-fluoro-4-methyl-phenoxy)-4-methyl-3-pyridyl]methyl]-3-methoxy-N-(methylsulfamoyl)pyridin-2-amine FC1=C(OC=2C(=C(C=NC2)CC2=C(C(=NC=C2)NS(NC)(=O)=O)OC)C)C=CC(=C1)C